O1COC2=C1C=CC(=C2)NC2=NC=C(C(=N2)NC2=C(C=CC(=C2)OC)C)C(F)(F)F N2-(benzo[d][1,3]dioxol-5-yl)-N4-(5-methoxy-2-methylphenyl)-5-(trifluoromethyl)pyrimidine-2,4-diamine